methyl (2E)-2-[2-[[(E)-1-[6-chloro-4-(trifluoromethyl)-2-pyridyl]ethylideneamino]oxymethyl]-3-methyl-phenyl]-2-methoxyimino-acetate ClC1=CC(=CC(=N1)\C(\C)=N\OCC1=C(C=CC=C1C)\C(\C(=O)OC)=N/OC)C(F)(F)F